indenylacetate C1(C=CC2=CC=CC=C12)CC(=O)[O-]